FC(C1=NN=C(O1)C1=CC=C(C=C1)C(C1=NC(=NO1)C=1C=CC(=NC1)NC(OC(C)(C)C)=O)(F)F)F tert-butyl (5-(5-((4-(5-(difluoromethyl)-1,3,4-oxadiazol-2-yl)phenyl)difluoromethyl)-1,2,4-oxadiazol-3-yl)pyridin-2-yl)carbamate